N1C(CC12CCCCC2)=O 1-azaspiro[3.5]nonan-2-one